C1=CC=CC2=NC3=CC=CC=C3C=C12 acridinyl hydride